COC=1C=C(C(=O)C2=CC=C(C=C2)Br)C=CC1OC 3,4-dimethoxy-4'-bromobenzophenone